C(CCC)C1=CC=C(CC=2N=C(OC2)CC(C(=O)O)=C)C=C1 2-((4-(4-butylbenzyl)oxazol-2-yl)methyl)acrylic acid